C(C)(C)(C)[S@](=O)N1[C@@H]([C@@H]1C1=CC=CC=C1)C(=O)O (2S,3S)-1-((S)-tert-butylsulfinyl)-3-phenylaziridine-2-carboxylic acid